8-t-butoxycarbonyl-8-azabicyclo[3.2.1]oct-2-ene-3-boronic acid pinacol ester C(C)(C)(C)OC(=O)N1C2C=C(CC1CC2)B2OC(C)(C)C(C)(C)O2